4-(3,4-dimethylphenyl)piperazine CC=1C=C(C=CC1C)N1CCNCC1